ClC1=CC=C(C=C1)C(C(F)(F)F)NS(=O)(=O)C=1N=CC(N(C1)C)=O N-(1-(4-chlorophenyl)-2,2,2-trifluoroethyl)-4-methyl-5-oxo-4,5-dihydropyrazine-2-sulfonamide